(R)-N1-(6-amino-5-methylpyridin-3-yl)-N2-(1-(pyrimidin-2-yl)ethyl)-N2-((5-(trifluoromethyl)pyridin-2-yl)methyl)oxalamide NC1=C(C=C(C=N1)NC(C(=O)N(CC1=NC=C(C=C1)C(F)(F)F)[C@H](C)C1=NC=CC=N1)=O)C